2-(2-aminopropoxy)propan-1-amine NC(COC(CN)C)C